C[C@@]12CCC[C@H]1[C@@H]1CCC3CC(CC[C@]3(C)[C@H]1CC2)=O Androstan-3-one